FC(C1=NC2=CC=CC=C2C(=N1)SCC(=O)C1=CC=CS1)(F)F 5-(2-((2-(trifluoromethyl)quinazolin-4-yl)thio)acetyl)thiophen